[Cl-].[Li+].CC1(N(C(CCC1)(C)C)[Mg]Cl)C.[Li+].[Cl-] lithium 2,2,6,6-tetramethylpiperidylmagnesium chloride lithium chloride